C1(CC1)CC1C2=C(C(N(C1)C)=O)C(=C(N2)C2=CC(=NC=C2)NC(CC2=CC=C(C=C2)F)=O)C2=CC=C(C=C2)F N-{4-[7-(cyclopropylmethyl)-3-(4-fluorophenyl)-5-methyl-4-oxo-4,5,6,7-tetrahydro-1H-pyrrolo[3,2-c]pyridin-2-yl]pyridin-2-yl}-2-(4-fluorophenyl)acetamide